C(C)NC1=C2C(=NC3=CC(=C(N=C13)OC)COCCN1CCCC1)CCC2 N-ethyl-2-methoxy-3-{[2-(pyrrolidin-1-yl)ethoxy]methyl}-6H,7H,8H-cyclopenta[b]1,5-naphthyridin-9-amine